(S)-2-(9-(pyridin-2-yl)-6-oxaspiro[4.5]decan-9-yl)ethylamine N1=C(C=CC=C1)[C@]1(CCOC2(CCCC2)C1)CCN